1-Butyl-2-(2-[3-[2-(1-butyl-1H-benzo[cd]indol-2-ylidene)-ethylidene]-2-chloro-cyclohex-1-enyl]-vinyl)-benzo[cd]indolium C(CCC)[N+]1=C(C2=C3C(C=CC=C13)=CC=C2)C=CC2=C(C(CCC2)=CC=C2N(C1=CC=CC=3C1=C2C=CC3)CCCC)Cl